C(C=C)OC1CC2(CN(C2)C(=O)OC(C)(C)C)C1 Tert-butyl 6-allyloxy-2-azaspiro[3.3]heptane-2-carboxylate